1-(5-nitro-2-phenoxyphenyl)ethan-1-one [N+](=O)([O-])C=1C=CC(=C(C1)C(C)=O)OC1=CC=CC=C1